5-(5-{2-[3-(2-amino-1,3-benzodiazol-1-yl)azepan-1-yl]ethoxy}-1-methylpyrazol-4-yl)-1-methyl-6-oxopyridine-3-carboxylic acid NC1=NC2=C(N1C1CN(CCCC1)CCOC1=C(C=NN1C)C1=CC(=CN(C1=O)C)C(=O)O)C=CC=C2